(2S)-2-ethylpropionic acid 2-ethylbutyl ester hydrochloride Cl.C(C)C(COC([C@@H](C)CC)=O)CC